FC=1C=C(C=CC1OC1=CC=NC2=CC(=C(N=C12)OC)O)NC(=O)C=1C(=NC(=C(C1O)C1=CC=C(C=C1)F)C)C N-[3-Fluoro-4-[(7-hydroxy-6-methoxy-1,5-naphthyridin-4-yl)oxy]phenyl]-5-(4-fluorophenyl)-4-hydroxy-2,6-dimethylpyridine-3-carboxamide